C(#N)C=1C=C(C=CC1)C=1N=C(SC1C1=CC(=NC(=C1)C)C)NC(=O)N1CC2CS(CCN2CC1)(=O)=O N-[4-(3-cyanophenyl)-5-(2,6-dimethyl-4-pyridyl)thiazol-2-yl]-2,2-dioxo-3,4,6,7,9,9a-hexahydro-1H-pyrazino[2,1-c][1,4]thiazine-8-carboxamide